2,2'-methylene-bis-(6-(α,α-dimethylbenzyl)-4-nonyl-phenol) C(C1=C(C(=CC(=C1)CCCCCCCCC)C(C1=CC=CC=C1)(C)C)O)C1=C(C(=CC(=C1)CCCCCCCCC)C(C1=CC=CC=C1)(C)C)O